C12=CC=CC=S2C(NC1)=O 6-thia-8-azabicyclo[4.3.0]non-1,3,5-trien-7-one